S1C(=CC=C1)C(C(=O)O)CC (thien-2-yl)butyric acid